fluoro-1,2-dihydrospiro[indole-3,4'-piperidine]-1-carboxylate FN1CCC2(CC1)CN(C1=CC=CC=C12)C(=O)[O-]